COC([C@@H](NC(=O)C1CN(C1)S(=O)(=O)C1[N@](C1)C)C(C)C)=O methyl-N-(1-(((S)-1-methylaziridin-2-yl)sulfonyl)azetidine-3-carbonyl)-L-valinate